methylamine ammonium carbonate salt C([O-])([O-])=O.[NH4+].CN.[NH4+]